(R)-alpha-methyl-benzyl-amine C[C@H](C1=CC=CC=C1)N